C(CC=C)OC(CNC(C)C1=CC=CC=C1)=O (but-3-en-1-yl)-N-(1-phenylethyl)glycinate